4,6-di-O-butyryl-N-butyryl-glucosamine C(CCC)(=O)O[C@H]1[C@@H]([C@H](C(O)O[C@@H]1COC(CCC)=O)NC(CCC)=O)O